4-amino-3-[6-(2-isopropoxyphenyl)pyridine-3-ylazo]naphthalene NC1=C(C=CC2=CC=CC=C12)N=NC=1C=NC(=CC1)C1=C(C=CC=C1)OC(C)C